cetyl-2-ethylhexanoate C(CCCCCCCCCCCCCCC)OC(C(CCCC)CC)=O